C(=O)(O)CCCCCOC(C=C)=O acrylic acid carboxypentyl ester